(E)-tiglic acid C(\C(\C)=C\C)(=O)O